C1(CC1)OC1=C(C=C(C=C1)C(F)(F)F)C1=NN=C(O1)C(=O)N 5-(2-cyclopropoxy-5-(trifluoromethyl)phenyl)-1,3,4-oxadiazole-2-carboxamide